OC[C@]1([C@H]2CCC([C@H]([C@@]2(CCC1)C)CCC1=CCOC1=O)=C)C 4-[2-[(1R,4aS,5R,8aS)-5-(hydroxymethyl)-5,8a-dimethyl-2-methylidene-3,4,4a,6,7,8-hexahydro-1H-naphthalen-1-yl]ethyl]-2H-furan-5-one